C[C@]12CC[C@H]3[C@H]([C@@H]1CC[C@@H]2C(CO)O)CCC4=CC(=O)CC[C@]34C The molecule is a 3-oxo Delta(4)-steroid that is pregn-4-en-3-one carrying two hydroxy substituents at positions 20 and 21. It has a role as a bacterial xenobiotic metabolite, an Escherichia coli metabolite and an EC 1.3.1.22 [3-oxo-5alpha-steroid 4-dehydrogenase (NADP(+))] inhibitor. It is a 3-oxo-Delta(4) steroid, a 20-hydroxy steroid and a 21-hydroxy steroid. It derives from a hydride of a pregnane.